8-bromo-6-(methoxymethoxy)-3,4-dihydronaphthalen-1(2H)-one BrC=1C=C(C=C2CCCC(C12)=O)OCOC